COC1=CC=C(C=C1)N1N=NC=2N(C1=O)N=C(C2C2=CC=CC=C2)C2=CC=CC=C2 (4-methoxyphenyl)-7,8-diphenylpyrazolo[5,1-d][1,2,3,5]tetrazin-4(3H)-one